C(#N)C=1C=CC(=NC1)S(=O)(=O)Cl 5-cyano-pyridine-2-sulfonyl chloride